C(C)C(COC(C(=C(C1=CC=CC=C1)C1=CC=CC=C1)C#N)=O)CCCC 2-cyano-3,3-diphenyl-2-propenoic acid 2-ethylhexylester